4-(oxetan-3-yl)piperazin-1-carboxamide O1CC(C1)N1CCN(CC1)C(=O)N